C(=C)[C@@]1(OC=2C(=C(C=C(C2CC1)O)C)CC)C (2R)-2-Ethenyl-8-ethyl-2,7-dimethyl-3,4-dihydrochromen-5-ol